Cl.Cl.N1CC(C1)OC1=CC2=C(C(N(CC(O2)(C)C)C[C@@H](CN2CC3=CC=CC=C3CC2)O)=O)C=C1 8-(azetidin-3-yloxy)-4-[(2R)-3-(3,4-dihydro-1H-isoquinolin-2-yl)-2-hydroxy-propyl]-2,2-dimethyl-3H-1,4-benzoxazepin-5-one dihydrochloride